NCCOC=1C=NC(=NC1)NC1CCC(CC1)OC1=C2C=C(C=NC2=CC(=N1)N1CCOCC1)NS(=O)(=O)C N-[5-[4-[[5-(2-aminoethoxy)pyrimidin-2-yl]amino]cyclohexoxy]-7-morpholino-1,6-naphthyridin-3-yl]methanesulfonamide